FC1=CC=C(C=C1)CNC(=O)C=1C(N(C2=CC(=CC=C2C1C)C(F)(F)F)C)=O N-[(4-Fluorophenyl)-methyl]-1,4-dimethyl-2-oxo-7-(trifluoromethyl)-1H-quinoline-3-carboxylic acid amide